bromo(methylsulfonyl)methane tert-butyl-3-(4-(N-tert-butylsulfamoyl)phenylcarbamoyl)-3,4-dihydroisoquinoline-2(1H)-carboxylate C(C)(C)(C)OC(=O)N1CC2=CC=CC=C2CC1C(NC1=CC=C(C=C1)S(NC(C)(C)C)(=O)=O)=O.BrCS(=O)(=O)C